C(#N)C=1C=C(C=CC1F)NC(N(C)C1C=2C3=C(C(NC2CN(C1)CCO)=O)C=C(C=C3)F)=O 3-(3-Cyano-4-fluorophenyl)-1-(8-fluoro-3-(2-hydroxyethyl)-6-oxo-1,2,3,4,5,6-hexahydrobenzo[c][1,7]naphthyridin-1-yl)-1-methylurea